tert-butyl 2,2-difluoroacetyl(1-(2-(N-(4-(5-(difluoromethyl)-1,3,4-oxadiazol-2-yl)benzyl)-N-phenylsulfamoyl)ethyl)piperidin-4-yl)carbamate FC(C(=O)N(C(OC(C)(C)C)=O)C1CCN(CC1)CCS(N(C1=CC=CC=C1)CC1=CC=C(C=C1)C=1OC(=NN1)C(F)F)(=O)=O)F